4-((4-methoxybenzyl)oxy)-5-methyl-2-(4,4,5,5-tetramethyl-1,3,2-dioxaborolan-2-yl)benzaldehyde COC1=CC=C(COC2=CC(=C(C=O)C=C2C)B2OC(C(O2)(C)C)(C)C)C=C1